C(C)(C)(C)OC(NCCCCCCCN1N=C(C(=C1)N)OC)=O [7-(4-amino-3-methoxy-pyrazol-1-yl)heptyl]carbamic acid tert-butyl ester